1-cyano-N-(5-(3-(methylsulfonamido)phenyl)thiazol-2-yl)pyrrolidine-3-carboxamide C(#N)N1CC(CC1)C(=O)NC=1SC(=CN1)C1=CC(=CC=C1)NS(=O)(=O)C